NBN Diaminoborane